C(C1=CC=C(C(=O)[O-])C=C1)(=O)[O-].[Zr+4].C(C1=CC=C(C(=O)[O-])C=C1)(=O)[O-] Zirconium terephthalate